2-methyl-2,8-diazaspiro[4.5]decan-3-one CN1CC2(CC1=O)CCNCC2